C(C)(C)(C)C1N2C(C3=CC(=C(C=C3C1)OCCCOC)Cl)=CC(C(=C2)NC(OCC2=NC=CC=C2)=O)=O pyridin-2-ylmethyl (6-(tert-butyl)-10-chloro-9-(3-methoxypropoxy)-2-oxo-6,7-dihydro-2H-pyrido[2,1-a]isoquinolin-3-yl)carbamate